C1(CC1)C1=CC(=NC=C1)C(=O)O 4-cyclopropylpicolinic acid